6-bromo-3-chloro-2-fluoro-pyridine BrC1=CC=C(C(=N1)F)Cl